OC1CC(CCC1)C(=O)OC(C)C isopropyl (+/-)-3-hydroxycyclohexane-1-carboxylate